(3-bromophenyl)(1-oxa-6-azaspiro[2.5]oct-6-yl)methanone Ruthenium [Ru].BrC=1C=C(C=CC1)C(=O)N1CCC2(CO2)CC1